ClC=1C=C2N=C3CCCCC3=C(C2=CC1)C(CCN)N 1-(6-chloro-1,2,3,4-tetrahydroacridin-9-yl)propane-1,3-diamine